N-(3-chloro-2-methylpyridin-4-yl)-6-imidazol-1-yl-pyridine-2-carboxamide ClC=1C(=NC=CC1NC(=O)C1=NC(=CC=C1)N1C=NC=C1)C